O1N=C(C2=C1CCCCC2)C(=O)O 5,6,7,8-tetrahydro-4H-cyclohepta[d]isoxazole-3-carboxylic acid